C(#N)C(C(=O)OCCCC)=C Butyl 2-Cyanoacrylate